FC1=CC=C(C=C1)CN1N=C2C=C(C=C(C2=C1)SC)NC(CC1=C(C=CC=C1)OC)=O N-(2-(4-fluorophenylmethyl)-4-(methylthio)-2H-indazol-6-yl)-2-(2-methoxyphenyl)acetamide